(E)-2-(((2-((3r,5r,7r)-adamantan-1-yl)benzo[d]oxazol-6-yl)oxy)methyl)-3-fluoroprop-2-en-1-amine 4-methylbenzenesulfonate CC1=CC=C(C=C1)S(=O)(=O)O.C12(CC3CC(CC(C1)C3)C2)C=2OC3=C(N2)C=CC(=C3)OC\C(\CN)=C\F